8-fluoro-2-(((2R,7aS)-2-fluorotetrahydro-1H-pyrrolizin-7a(5H)-yl)methoxy)-7-(8-(trifluoromethyl)naphthalen-1-yl)pyrido[4,3-d]pyrimidin-4-amine FC1=C(N=CC2=C1N=C(N=C2N)OC[C@]21CCCN1C[C@@H](C2)F)C2=CC=CC1=CC=CC(=C21)C(F)(F)F